9-chloro-1,1-diethoxy-2-nonyne ClCCCCCCC#CC(OCC)OCC